2-((4-chloro-2-methylphenyl)-amino)-N-(6-methoxy-2-methylpyridin-3-yl)-5-(trifluoromethyl)-nicotinamide ClC1=CC(=C(C=C1)NC1=C(C(=O)NC=2C(=NC(=CC2)OC)C)C=C(C=N1)C(F)(F)F)C